7-ethyl-7-methyl-2-phenyl-2-azaspiro[4.5]decan-8-one C(C)C1(CC2(CCN(C2)C2=CC=CC=C2)CCC1=O)C